CC1=C(N=C(C2=CC=CC=C12)N)C dimethyl-isoquinolin-1-amine